CC1=C(C=CC(=C1)OC(F)(F)F)NC1=CN=C(C=C1C(=O)NC1=C(C=NC=C1)C)C(F)(F)F 5-((2-methyl-4-(trifluoromethoxy)-phenyl)amino)-N-(3-methylpyridin-4-yl)-2-(trifluorometh-yl)isonicotinamide